IN1C(=CC2=C(C=CC=C12)OC)C(=O)O iodo-4-methoxy-1H-indole-2-carboxylic acid